(S)-2-(4-chlorobenzyl)-5-(3,5-difluorobenzyl)-1-(2-hydroxypropyl)-1,2,4,5,6,7-hexahydro-3H-pyrazolo[4,3-c]pyridin-3-one ClC1=CC=C(CN2N(C3=C(CN(CC3)CC3=CC(=CC(=C3)F)F)C2=O)C[C@H](C)O)C=C1